2-Hydroxy-3-hexanethiol OC(C)C(CCC)S